O1C(CC1)N1N=C(C=C1)\C=C\B1OC(C(O1)(C)C)(C)C 1-(oxetan-2-yl)-3-[(E)-2-(tetramethyl-1,3,2-dioxaborolan-2-yl)vinyl]-1H-pyrazole